OC(C)(CO)C(C(=O)O)CCCCCCCCCCCCCCCC 2,3-dihydroxypropan-2-yl-octadecanoic acid